C(C)(C)(C)C1=CC(=CC2=CC=CC=C12)C1=NC=CC2=C1SC1=C2SC=C1 5-(4-(tert-butyl)naphthalen-2-yl)thieno[2',3':4,5]thieno[2,3-c]pyridine